(tert-amyl)piperidine C(C)(C)(CC)N1CCCCC1